2,4-dibromo-6-chloroquinoline BrC1=NC2=CC=C(C=C2C(=C1)Br)Cl